CC=1C2=C3C=CC1C(C1=CC=C4CCN(C(C5=CC=C(CCCCCN3N=N2)C=C5)=O)CC4=C1)C(C(=O)O)C [32-methyl-20-oxo-8,9,10,21-tetrazahexacyclo[19.5.3.216,19.13,7.06,10.024,28]dotriaconta-1(26),3(32),4,6,8,16,18,24,27,30-decaen-2-yl]propanoic acid